CN1C=NC2=C(C1=O)C(=NC=C2C2=CC=C(C=C2)C(F)(F)F)N[C@@H]2C[C@H](CC2)C(=O)N |r| rac-trans-3-((3-methyl-4-oxo-8-(4-(trifluoromethyl)phenyl)-3,4-dihydropyrido[4,3-d]pyrimidin-5-yl)amino)cyclopentane-1-carboxamide